NC1=NC(=C(C(=N1)NCCCC)CC1=C(C=C(C=C1)CC#N)OC)C 2-(4-((2-amino-4-(butylamino)-6-methylpyrimidin-5-yl)methyl)-3-methoxyphenyl)acetonitrile